BrC=1C(=CC=C2C(=CNC12)S(=O)(=O)NC1=NC=C(C(=N1)OC)CCC(F)F)Cl 7-bromo-6-chloro-N-[5-(3,3-difluoropropyl)-4-methoxy-pyrimidin-2-yl]-1H-indole-3-sulfonic acid amide